acetonide sulphate S(=O)(=O)([O-])[O-].[CH2-]C(=O)C